ClC=1C=CC(=NC1C1=C(C=CC=C1C)C)NS(=O)(=O)C1=CC=CC(=N1)N1CCC(CC1)C(=O)O 1-(6-{[5-chloro-6-(2,6-dimethylphenyl)pyridin-2-yl]sulfamoyl}pyridin-2-yl)piperidine-4-carboxylic acid